CC=1C=C(CO[C@@H]2[C@H](CCC2)NC(C2=CN=CC=C2)=O)C=CC1 N-((1S,2S)-2-((3-methylbenzyl)oxy)cyclopentyl)nicotinamide